(S)-3-(4-(((R)-4-(6-(2-(1,1-dioxothiomorpholinyl)ethoxy)pyridin-3-yl)-7-fluoro-2,3-dihydro-1H-inden-1-yl)oxy)phenyl)hex-4-ynoic acid O=S1(CCN(CC1)CCOC1=CC=C(C=N1)C1=C2CC[C@H](C2=C(C=C1)F)OC1=CC=C(C=C1)[C@H](CC(=O)O)C#CC)=O